N-((1r,4r)-4-(3-chloro-4-cyanophenoxy)cyclohexyl)-6-(4-(4-((5-(2,4-dioxotetrahydropyrimidin-1(2H)-yl)pyridin-2-yl)methyl)piperazin-1-yl)piperidin-1-yl)pyridazine-3-carboxamide ClC=1C=C(OC2CCC(CC2)NC(=O)C=2N=NC(=CC2)N2CCC(CC2)N2CCN(CC2)CC2=NC=C(C=C2)N2C(NC(CC2)=O)=O)C=CC1C#N